1,2-dioleylaminocarbonyloxy-3-dimethylaminopropane C(CCCCCCC\C=C/CCCCCCCC)NC(=O)OCC(CN(C)C)OC(=O)NCCCCCCCC\C=C/CCCCCCCC